ethyl 1-(6-{[(tert-butoxy)carbonyl]amino}pyridin-3-yl)-6-chloro-7-fluoro-4-oxo-1,4-dihydroquinoline-3-carboxylate C(C)(C)(C)OC(=O)NC1=CC=C(C=N1)N1C=C(C(C2=CC(=C(C=C12)F)Cl)=O)C(=O)OCC